C(C)(C)(C)OC(=O)N1C(C2(C1)CNC2)C=2C=C1C(N(C(C1=CC2)=O)C2C(NC(CC2)=O)=O)=O [2-(2,6-dioxo-3-piperidyl)-1,3-dioxo-isoindolin-5-yl]-2,6-diazaspiro[3.3]heptane-2-carboxylic acid tert-butyl ester